COC1=CC=C2C=CC(=C(C2=C1)N1C=C(C2=CC=CC=C12)C)O 7-Methoxy-1-(3-methyl-1H-indol-1-yl)naphthalen-2-ol